FC=1C=C(C=C(C1OC1=C2C(=NC=C1)N(C=C2C2(COC2)OCC(F)(F)F)COCC[Si](C)(C)C)F)NC(OCC2=CC=CC=C2)=O benzyl {3,5-difluoro-4-[(3-[3-(2,2,2-trifluoroethoxy)oxetan-3-yl]-1-{[2-(trimethylsilyl)ethoxy]methyl}-1H-pyrrolo[2,3-b]pyridin-4-yl)oxy]phenyl}carbamate